ClC=1C=C(C=C(C1)NS(=O)(=O)C)NC(C1=CC(=CC=C1)N1N=C(C=C1)CO)=O N-(3-chloro-5-methanesulfonamidophenyl)-3-[3-(hydroxymethyl)-1H-pyrazol-1-yl]benzamide